5-cyclopropyl-3-(((3-fluoropyridin-2-yl)methyl)amino)-4H-benzo[e][1,2,4]thiadiazine 1,1-dioxide C1(CC1)C1=CC=CC2=C1NC(=NS2(=O)=O)NCC2=NC=CC=C2F